C(C)N1CCC(CC1)C1=CC=C(C=C1)C=1C=NC=2N(C1)N=CC2C(=O)NC21CCC(CC2)(CC1)O 6-(4-(1-ethylpiperidin-4-yl)phenyl)-N-(4-hydroxybicyclo[2.2.2]oct-1-yl)pyrazolo[1,5-a]pyrimidine-3-carboxamide